methyl 3-(4-((3-phenyl-1-propyl-1H-indazol-6-yl)methoxy)phenyl)butanoate C1(=CC=CC=C1)C1=NN(C2=CC(=CC=C12)COC1=CC=C(C=C1)C(CC(=O)OC)C)CCC